ethyl 1-[3-[3-[4-(cyclopropylcarbamoyl)-3-(difluoromethoxy)-5-methoxy-phenyl]imidazo[1,2-a]pyridin-7-yl]oxy-2-hydroxy-propyl]-4-methyl-piperidine-4-carboxylate C1(CC1)NC(=O)C1=C(C=C(C=C1OC)C1=CN=C2N1C=CC(=C2)OCC(CN2CCC(CC2)(C(=O)OCC)C)O)OC(F)F